C(C(=C)C)(=O)OC1=C(C(=C(C=C1)CC(C)C1=C(C(=C(C(=C1)OCC)OC(C(=C)C)=O)OCC)OCC)OCC)OCC (4-methacryloxydiethoxyphenyl)-2-(4-methacryloxytriethoxyphenyl)propane